I.C(=O)O.OC1=CC=CC2=CC=CC=C12 hydroxynaphthalene formate hydroiodic acid salt